iron tris(2,4-octanedione) CC(CC(CCCC)=O)=O.CC(CC(CCCC)=O)=O.CC(CC(CCCC)=O)=O.[Fe]